C1(CC1)C1=CC(=NN1C12CC(C1)(C2)C2CN(C2)C(=O)OC(C)(C)C)C tert-butyl 3-[3-(5-cyclopropyl-3-methyl-pyrazol-1-yl)-1-bicyclo[1.1.1]pentanyl]azetidine-1-carboxylate